1-(6-(Bromomethyl)-3-fluoropyridazin-4-yl)dihydropyrimidine-2,4(1H,3H)-dione BrCC1=CC(=C(N=N1)F)N1C(NC(CC1)=O)=O